S(=O)(=O)(OC(CC(F)(F)F)CCF)[O-] (2-fluoroethyl)(3,3,3-trifluoropropyl) sulfate